N-((5-(2-((7-methoxy-2-methylquinazolin-4-yl)thio)acetyl)thiophen-2-yl)methyl)pivalamide COC1=CC=C2C(=NC(=NC2=C1)C)SCC(=O)C1=CC=C(S1)CNC(C(C)(C)C)=O